[C@@H]1([C@@H]([C@H]([C@H]([C@H]([C@@H]1O)OP(=O)(O)OC2[C@H]([C@H](C([C@H]([C@@H]2O)O)O)O)O)O)OP(=O)(O)O)O)O The molecule is an inositol phosphate consisting of two units of 1L-myo-inositol phosphate in which the phosphate group of the first is joined to the 3-position of the second. It is a conjugate acid of a bis(1L-myo-inositol) 3,1'-phosphate 1-phosphate(3-).